OC1(CC(C1)C(=O)N1CC2(C1)C[C@H](CC2)CC2=CC(=C(C=C2)C(F)(F)F)C)C |r| (rac)-((1s,3s)-3-Hydroxy-3-methylcyclobutyl)(6-(3-methyl-4-(trifluoromethyl)benzyl)-2-azaspiro[3.4]octan-2-yl)methanon